tert-butyl N-[1-[5-[5-[(1R)-1-(3,5-dichloro-4-pyridyl)ethoxy]-1-tetrahydropyran-2-yl-indazol-3-yl]-3-fluoro-2-pyridyl]-3-methyl-azetidin-3-yl]-N-(2-pyrrolidin-1-ylethyl)carbamate ClC=1C=NC=C(C1[C@@H](C)OC=1C=C2C(=NN(C2=CC1)C1OCCCC1)C=1C=C(C(=NC1)N1CC(C1)(C)N(C(OC(C)(C)C)=O)CCN1CCCC1)F)Cl